C(=O)(O)C=1C=CC=C(N)C1 5-carboxyaniline